1-(oxetan-3-yl)-1H-indazol O1CC(C1)N1N=CC2=CC=CC=C12